(Z)-2-chloro-2-(2-cyclopropylhydrazono)acetic acid ethyl ester C(C)OC(/C(=N/NC1CC1)/Cl)=O